methyl-cyclobutane-lactic acid platinum (II) [Pt+2].CC1(CCC1)CC(C(=O)O)O